C1(=CC=CC=C1)NC1=NC=CC=C1 (phenyl)aminopyridine